FC1=C(C=C(C=C1)N1C(=NN=C1)C=1C=CC=2N(C1)C(=CN2)C=2C=CC(=NC2)NC(C)=O)OC N-[5-[6-[4-(4-fluoro-3-methoxy-phenyl)-1,2,4-triazol-3-yl]imidazo[1,2-a]pyridin-3-yl]-2-pyridyl]acetamide